trans-N-(4-(4-amino-1-(3-((tertbutyldimethylsilyl)oxy)cyclohexanyl)-1H-pyrazolo[3,4-d]pyrimidin-3-yl)benzyl)-5-fluoro-2-methoxybenzamide NC1=C2C(=NC=N1)N(N=C2C2=CC=C(CNC(C1=C(C=CC(=C1)F)OC)=O)C=C2)[C@@H]2C[C@H](CCC2)O[Si](C)(C)C(C)(C)C